OC(CN1CCN(CC1)CC(C(C)C1=CC=CC=C1)O)COC1=C(C=CC=C1)C (4-{2-Hydroxy-3-[(2-methylphenyl)oxy]propyl}piperazin-1-yl)-3-phenylbutan-2-ol